C1(CCCCCC1)C=1C=CC(=NC1)N1CCN(CC1)C(=O)OC(C)(C)C tert-butyl 4-(5-cycloheptylpyridin-2-yl)piperazine-1-carboxylate